FC1(C2CCCC(C12)NC(=O)C=1C(=CC=2N(C1)C=C(N2)C2CCOCC2)OC)F N-(7,7-difluorobicyclo[4.1.0]heptan-2-yl)-7-methoxy-2-(tetrahydro-2H-pyran-4-yl)imidazo[1,2-a]pyridine-6-carboxamide